C1(=CC=CC=C1)C=C[CH2-] 1-phenylpropen-3-ide